NC=1C(NC2=C3C=CC=NC3=C(C=C2C1C1=C2C=NNC2=C(C=C1)F)N1CC2(COC2)C1)=O 3-amino-4-(7-fluoro-1H-indazol-4-yl)-6-(2-oxa-6-azaspiro[3.3]heptan-6-yl)-1H-1,7-phenanthrolin-2-one